[N+](=O)([O-])C=1C=CC(=NC1)C=NO 5-Nitropyridinecarbaldehyde oxime